[SiH3]C1=C(NC=C1)C(=O)O silylpyrrole-2-carboxylic acid